6-bromo-N-(2,5-dimethoxy-4-((5-methoxy-2-(piperazin-1-yl)pyrimidin-4-yl)amino)phenyl)picolinamide sodium p-nitrophenyl-ureidopropionate [N+](=O)([O-])C1=CC=C(C=C1)OC(C(C)NC(=O)N)=O.[Na].BrC1=CC=CC(=N1)C(=O)NC1=C(C=C(C(=C1)OC)NC1=NC(=NC=C1OC)N1CCNCC1)OC